3-O-methyl-6-deoxy-L-glucopyranose CO[C@H]1[C@@H](C(O)O[C@H]([C@@H]1O)C)O